3-((2,3-difluoro-4-(hexadecyloxy)phenyl)sulfonyl)-4-(4-(4-methylpiperazin-1-yl)-[1,4'-bipiperidin]-1'-yl)-6-(methylsulfinyl)quinoline FC1=C(C=CC(=C1F)OCCCCCCCCCCCCCCCC)S(=O)(=O)C=1C=NC2=CC=C(C=C2C1N1CCC(CC1)N1CCC(CC1)N1CCN(CC1)C)S(=O)C